C(C)(C)(C)[Si](C)(C)OCCN1N=NC(=C1)N1C=C(C2=CC=C(C=C12)Cl)C=1C=NN(C1)C1OCCCC1 tert-Butyl-[2-[4-[6-chloro-3-(1-tetrahydropyran-2-ylpyrazol-4-yl)indol-1-yl]triazol-1-yl]ethoxy]-dimethyl-silane